CC1(N(CC2(C1)CCN(CC2)C(=O)OC(C(F)(F)F)C(F)(F)F)CC2=C(C=C(C=C2)C(F)(F)F)N2CCOCC2)C 1,1,1,3,3,3-Hexafluoropropan-2-yl 3,3-dimethyl-2-(2-morpholinyl-4-(trifluoromethyl) benzyl)-2,8-diazaspiro[4.5]decane-8-carboxylate